C([C@H]([C@@H](C(=O)[O-])[NH3+])O)O The molecule is an amino acid zwitterion arising from transfer of a proton from the carboxy to the amino group of 4-hydroxy-L-threonine; major species at pH 7.3. It is a tautomer of a 4-hydroxy-L-threonine.